C1(CC1)S(=O)(=O)NC1=NC=CC(=N1)C(C(=O)OC)(CC)F methyl 2-(2-(cyclopropanesulfonylamino) pyrimidin-4-yl)-2-fluorobutyrate